N-(6-(4-(4-cyanophenyl)-5-hydroxy-3-methyl-1H-pyrazol-1-yl)-4-methylpyridin-3-yl)methanesulfonamide (formate) C(=O)O.C(#N)C1=CC=C(C=C1)C=1C(=NN(C1O)C1=CC(=C(C=N1)NS(=O)(=O)C)C)C